[Cl-].[Cl-].C[SiH](C)[Hf+2](C1C(=CC2=C(C=CC=C12)C1=CC=CC=C1)CC)C1C(=CC2=C(C=CC=C12)C1=CC=CC=C1)CC dimethylsilyl-bis(2-ethyl-4-phenyl-1-indenyl)hafnium dichloride